OC(COC1=C(C=CC=C1)C1=CC=C(C=C1)I)CCCCCCCCCCCC 4-[(2-hydroxy-tetradecyloxy)phenyl]phenyliodide